C(O[C@H]1OC([C@@H]2OC(O[C@H]21)=O)(C#N)C2=CC=C1C(=NC=NN12)N)(OC)=O ((3aR,4R,6aR)-6-(4-aminopyrrolo[2,1-f][1,2,4]triazin-7-yl)-6-cyano-2-oxotetrahydrofurano[3,4-d][1,3]dioxol-4-yl) methyl carbonate